C1=C(C=CC2=CC=CC=C12)N(C1=CC=C(C=C1)C1=CCC(C=C1)(C1=CC=CC=C1)N(C1=CC=CC=C1)C1=CC2=CC=CC=C2C=C1)C1=CC=CC=C1 4,4'-bis{(naphthalen-2-yl)-phenylamino}-1,1':4',1''-terphenyl